(3R,4S)-4-((4-cyanophenyl)thio)-3-hydroxy-3-(hydroxymethyl)pyrrolidine-1-carboxylic acid C(#N)C1=CC=C(C=C1)S[C@@H]1[C@@](CN(C1)C(=O)O)(CO)O